(1R,3R)-2,2-dimethyl-3-(4-sulfamoylphenyl)cyclopropanecarboxamide CC1([C@@H]([C@H]1C1=CC=C(C=C1)S(N)(=O)=O)C(=O)N)C